Chromane-4-carbonitrile O1CCC(C2=CC=CC=C12)C#N